ClC=1C=C(C=CC1OC)S(=O)(=O)N(C=1C=C(N(N1)CC1=CC=C(C=C1)OC)C1=NC2=C(N1C(=O)OC(C)(C)C)C=CC=C2)C tert-Butyl 2-[5-[(3-chloro-4-methoxy-phenyl)sulfonyl-methyl-amino]-2-[(4-methoxyphenyl)-methyl]pyrazol-3-yl]benzimidazole-1-carboxylate